O=C([C@H](CC=C)NC(C(=O)NC1=CC=CC=C1)=O)N[C@@H](C[C@H]1C(NCC1)=O)C(COC1=C(C(=CC(=C1F)F)F)F)=O N1-((S)-1-oxo-1-(((S)-3-oxo-1-((S)-2-oxopyrrolidin-3-yl)-4-(2,3,5,6-tetrafluorophenoxy)butan-2-yl)amino)pent-4-en-2-yl)-N2-phenyloxalamide